C(C)OC(=O)C1=NN(C=C(C1=O)C1=CC=C(C=C1)F)C1CC1 1-cyclopropyl-5-(4-fluorophenyl)-4-oxo-1,4-dihydropyridazine-3-carboxylic acid ethyl ester